5-(3-(2-fluoroethyl)-2-methyl-3H-imidazo[4,5-b]pyridin-5-yl)-N-(cis-3-(4-methylpiperazin-1-yl)cyclobutyl)pyrrolo[2,1-f][1,2,4]triazin-2-amine FCCN1C(=NC=2C1=NC(=CC2)C=2C=CN1N=C(N=CC12)N[C@@H]1C[C@@H](C1)N1CCN(CC1)C)C